[Cu+].FC(SC=1C(=NC=CC1)C1=NC=CC=C1)(F)F trifluoromethylthio(2,2'-bipyridine) copper (I)